C(#C)C1=CC2=C(N(C(=N2)C(F)(F)F)C)C=C1 5-ethynyl-1-methyl-2-(trifluoromethyl)-1H-benzo[d]imidazole